(S)-3-(N-Benzyl-N-methylamino)-2-(tert-butoxycarbonylamino)-propionic acid C(C1=CC=CC=C1)N(C)C[C@@H](C(=O)O)NC(=O)OC(C)(C)C